C(C)(=O)OC(COC1=CC=C(C=C1)C(C)(C)C1=CC(=C(C(=C1)Cl)OCC(CCl)O)Cl)COC(C)C 1-(4-(2-(3,5-dichloro-4-(3-chloro-2-hydroxypropoxy)phenyl)propan-2-yl)phenoxy)-3-isopropoxypropan-2-yl acetate